1-(Trifluoromethyl)cyclobutyl 1H-imidazole-1-carboxylate N1(C=NC=C1)C(=O)OC1(CCC1)C(F)(F)F